NC1=NC=C(C=C1C1=NC=C(C=C1)C(=O)N(C)C)C1=C2C(=NC=C1)NC=C2 2'-amino-N,N-dimethyl-5'-(1H-pyrrolo[2,3-b]pyridin-4-yl)-[2,3'-bipyridine]-5-carboxamide